3-[[3-[(1-tert-butoxycarbonyl-4-piperidyl)oxy]azetidin-1-yl]isoxazol-5-yl]-3-methyl-butanoic acid C(C)(C)(C)OC(=O)N1CCC(CC1)OC1CN(C1)C1=NOC(=C1)C(CC(=O)O)(C)C